(E)-N-(4-(2-amino-3-(3-oxo-3-(piperazin-1-yl)prop-1-enyl)pyridin-4-yloxy)-3-fluorophenyl)-2-(4-fluorophenyl)-3-oxo-2,3-dihydropyridazine-4-carboxamide NC1=NC=CC(=C1\C=C\C(N1CCNCC1)=O)OC1=C(C=C(C=C1)NC(=O)C=1C(N(N=CC1)C1=CC=C(C=C1)F)=O)F